5-(4-((1,4-Dioxacyclohexan-2-yl)methoxy)-3-chlorophenyl)-2-oxo-6-(trifluoromethyl)-1,2-dihydropyridine-3-carboxamide O1C(COCC1)COC1=C(C=C(C=C1)C=1C=C(C(NC1C(F)(F)F)=O)C(=O)N)Cl